1-(Propan-2-yl)-1H-pyrazole-4-carboxamide CC(C)N1N=CC(=C1)C(=O)N